N,N-dimethyl-5-(4-{[trans-4-{[4-(pentafluoro-λ6-sulfanyl)phenyl]Amino}cyclohexyl]sulfonyl}phenyl)pyridine-2-carboxamide CN(C(=O)C1=NC=C(C=C1)C1=CC=C(C=C1)S(=O)(=O)[C@@H]1CC[C@H](CC1)NC1=CC=C(C=C1)S(F)(F)(F)(F)F)C